methyl 3-methyl-1H-pyrazolo[3,4-b]pyridine-5-carboxylate CC1=NNC2=NC=C(C=C21)C(=O)OC